tert-butyl (R)-2-(6-(3-((R)-1-(2,4-dichlorophenyl)ethyl)-3H-[1,2,3]triazolo[4,5-d]pyrimidin-5-yl)-2,6-diazaspiro[3.3]heptane-2-carbonyl)pyrrolidine-1-carboxylate ClC1=C(C=CC(=C1)Cl)[C@@H](C)N1N=NC2=C1N=C(N=C2)N2CC1(CN(C1)C(=O)[C@@H]1N(CCC1)C(=O)OC(C)(C)C)C2